N-[(Z)-3-fluoro-2-[(2-oxo-indol-5-yl)oxymethyl]allyl]carbamic acid tert-butyl ester C(C)(C)(C)OC(NC/C(=C/F)/COC1=CC2=CC(N=C2C=C1)=O)=O